N1(CCCC1)C(=O)OCOS(=O)(=O)C(F)(F)F ((((trifluoro-methyl) sulfonyl) oxy) methyl) pyrrolidine-1-carboxylate